(R)-6-((1-Benzylpyrrolidin-3-yl)(methyl)amino)-5-chloro-N-(thiazol-4-yl)pyridine-3-sulfonamide C(C1=CC=CC=C1)N1C[C@@H](CC1)N(C1=C(C=C(C=N1)S(=O)(=O)NC=1N=CSC1)Cl)C